N-(3-(4-(1H-indol-5-yl)phenyl)propyl)-1,3-dimethyl-1H-pyrazole-5-carboxamide N1C=CC2=CC(=CC=C12)C1=CC=C(C=C1)CCCNC(=O)C1=CC(=NN1C)C